C1(=CC=CC=C1)C1=CC(CC(C1)(C)C)=O 3-phenyl-5,5-dimethylcyclohex-2-en-1-one